ClC1=CC=C(OCC(=O)NC23CC(C2)(C3)NC(COC3=CC(=C(C=C3)Cl)Cl)=O)C=C1 2-(4-chlorophenoxy)-N-{3-[2-(3,4-dichlorophenoxy)acetylamino]bicyclo-[1.1.1]pentan-1-yl}acetamide